(3-fluoro-5-methyl-4-(3-(1-(tetrahydro-2H-pyran-4-yl)-1H-pyrazol-4-yl)-1H-pyrazolo[3,4-c]pyridin-5-yl)phenyl)-N-methylmethanamine FC=1C=C(C=C(C1C=1C=C2C(=CN1)NN=C2C=2C=NN(C2)C2CCOCC2)C)CNC